S-benzyl-isothiourea hydrochloride Cl.C(C1=CC=CC=C1)SC(N)=N